N-(2-methylpropyl)-N-(piperidin-4-yl)acetamide hydrochloride Cl.CC(CN(C(C)=O)C1CCNCC1)C